2-methyl-N-((1-methyl-1H-pyrazol-4-yl)methyl)-2-((1-methyl-6-nitro-2-oxo-1,2-dihydroquinolin-4-yl)amino)propanamide CC(C(=O)NCC=1C=NN(C1)C)(C)NC1=CC(N(C2=CC=C(C=C12)[N+](=O)[O-])C)=O